methacryloyloxydodecylpyridinium bromide [Br-].C(C(=C)C)(=O)OCCCCCCCCCCCC[N+]1=CC=CC=C1